ethyl 2-(pyridin-3-yl)acetate N1=CC(=CC=C1)CC(=O)OCC